Glycerol diisostearate C(CCCCCCCCCCCCCCC(C)C)(=O)OCC(OC(CCCCCCCCCCCCCCC(C)C)=O)CO